ammonium orotate salt C(C1=CC(=O)NC(=O)N1)(=O)[O-].[NH4+]